S(CC1=CC(=C(C=C1)O)OC)CC1=CC(=C(C=C1)O)OC 4,4'-[thiobis(methylene)]Bis(2-methoxyphenol)